Cl.CN(CC[C@@H](CO)O)C (S)-4-(dimethylamino)butane-1,2-diol hydrochloride salt